(R)-3-hydroxybutyric acid potassium [K].O[C@@H](CC(=O)O)C